9-(8-((2-amino-3-chloropyridin-4-yl)thio)-[1,2,4]triazolo[4,3-c]pyrimidin-5-yl)-3-(5-fluoropyrimidin-2-yl)-3,9-diazaspiro[5.5]undecan-1-amine NC1=NC=CC(=C1Cl)SC=1C=2N(C(=NC1)N1CCC3(CCN(CC3N)C3=NC=C(C=N3)F)CC1)C=NN2